N-((6-bromo-5-methoxypyridin-2-yl)methylene)-2-methylpropan-2-sulfinamide BrC1=C(C=CC(=N1)C=NS(=O)C(C)(C)C)OC